NC=1N=CN(C1)C=1C=C(C(=C(C(=O)NC2CCCC2)C1)OC)OC 5-(4-amino-1H-imidazol-1-yl)-N-cyclopentyl-2,3-dimethoxybenzamide